bromo(2-methylprop-1-enyl)magnesium Br[Mg]C=C(C)C